2-(4-(benzyloxy)-6-fluoro-1H-indol-3-yl)-N-methyl-2-oxoacetamide C(C1=CC=CC=C1)OC1=C2C(=CNC2=CC(=C1)F)C(C(=O)NC)=O